(3S)-3-[4-[4-(methylamino)-1-piperidyl]indolin-1-yl]piperidine-2,6-dione CNC1CCN(CC1)C1=C2CCN(C2=CC=C1)[C@@H]1C(NC(CC1)=O)=O